FC1=NC=C(C=C1N1CCCC1)C#C[Si](C)(C)C 2-fluoro-3-(pyrrolidin-1-yl)-5-((trimethylsilyl)ethynyl)pyridine